ClC1=NC=CC(=C1)C=1C(=NC=CC1OC1=C(N=C(S1)C)C1=CC=CC=C1)N (2-chloropyridin-4-yl)-4-((2-methyl-4-phenylthiazol-5-yl)oxy)pyridin-2-amine